(4-Fluorophenyl)-N-(6-imidazol-1-yl-2-isopropoxy-3-pyridyl)-5-methyl-isoxazole-4-carboxamide FC1=CC=C(C=C1)C1=NOC(=C1C(=O)NC=1C(=NC(=CC1)N1C=NC=C1)OC(C)C)C